2-amino-3-bromo-N-((2S,3S)-2-cyclopropyltetrahydro-3-furanyl)-N-((5-(trifluoromethyl)-2-pyridinyl)methyl)-6-quinolinecarboxamide NC1=NC2=CC=C(C=C2C=C1Br)C(=O)N(CC1=NC=C(C=C1)C(F)(F)F)[C@@H]1[C@@H](OCC1)C1CC1